2-[(2,6-difluoro-4-pyridyl)-(tetrahydropyran-4-carbonyl)amino]-5-methyl-N-[(3R)-spiro[3.4]octan-3-yl]-thiazole-4-carboxamide FC1=NC(=CC(=C1)N(C=1SC(=C(N1)C(=O)N[C@@H]1CCC12CCCC2)C)C(=O)C2CCOCC2)F